5-[4-[(3S)-1-(3-fluoropropyl)pyrrolidin-3-yl]oxyphenyl]-6-(2-methyl-1H-indol-5-yl)-8,9-dihydro-7H-benzo[7]annulen-2-ol FCCCN1C[C@H](CC1)OC1=CC=C(C=C1)C1=C(CCCC2=C1C=CC(=C2)O)C=2C=C1C=C(NC1=CC2)C